((1R,5S,6s)-6-((4-(2-aminopropan-2-yl)-6-(4-fluorophenyl)pyridin-2-yl)oxy)-3-azabicyclo[3.1.0]hexan-3-yl)(4-(difluoromethyl)-2-(pyrimidin-2-yl)thiazol-5-yl)methanone NC(C)(C)C1=CC(=NC(=C1)C1=CC=C(C=C1)F)OC1[C@@H]2CN(C[C@H]12)C(=O)C1=C(N=C(S1)C1=NC=CC=N1)C(F)F